C(C1=CC=CC=C1)N1C([C@@H](N([C@H](C1)[C@H](CC1=CN(C2=CC=CC=C12)C(=O)OC(C)(C)C)NC(=O)OC(C)(C)C)CC(=O)OC(C)(C)C)CCCCNC(=O)OC(C)(C)C)=O (5R,3S)-1-benzyl-5-((S)-1-(tert-butoxycarbonyl)amino-2-(1-(tert-butoxycarbonyl)(indol-3-yl))-ethyl)-4-(tert-butoxycarbonyl)methyl-3-(4-(tert-butoxycarbonyl)amino-butyl)-2-oxopiperazine